ClC1=CC2=C(N(P(N=C2N2[C@H](CN(CC2)C(=O)OC(C)(C)C)C)(=O)C)C2=C(C=CC=C2)C(C)C)N=C1C1=C(C=CC=C1)F tert-butyl (3S)-4-(6-chloro-7-(2-fluorophenyl)-1-(2-isopropylphenyl)-2-methyl-2-oxido-1H-pyrido[2,3-d][1,3,2]diazaphosphinin-4-yl)-3-methylpiperazine-1-carboxylate